C(CCCCCCCCCCCC)C1OCC(CO1)OCC(C)O 1-((2-tridecyl-1,3-dioxan-5-yl)oxy)propan-2-ol